OC(=O)C(F)(F)F.O1NC(CC1)C=1C=C(C=NC1)CO (5-Isoxazolidin-3-yl-3-pyridyl)methanol TFA salt